FC=1C=C2N(CCN(C2=CC1)C(CCN1[C@@H](CCC1)C)=O)C1=CC=C(C=C1)F (R)-1-(6-Fluoro-4-(4-fluorophenyl)-3,4-dihydroquinoxaline-1(2H)-yl)-3-(2-methylpyrrolidin-1-yl)propan-1-one